3-[3-[1-(2,6-dioxopiperidin-3-yl)-3-methyl-2-oxo-2,3-dihydro-1H-1,3-benzodiazol-5-yl]propoxy]propan-al O=C1NC(CCC1N1C(N(C2=C1C=CC(=C2)CCCOCCC=O)C)=O)=O